C(#N)C1CCN(CC1)C(=O)[C@@H]1CC12CCN(CC2)C(=O)OC(C(F)(F)F)C(F)(F)F 1,1,1,3,3,3-hexafluoropropan-2-yl (R)-1-(4-cyanopiperidine-1-carbonyl)-6-azaspiro[2.5]octane-6-carboxylate